NCC1COC2=C3C4=C(N(C(N14)=O)C)C=NC3=CC(=C2C=2C=CN(C2)C)OC 10-(aminomethyl)-6-methoxy-2-methyl-7-(1-methyl-1H-pyrrol-4-yl)-9,10-dihydro-8-oxa-2,4,10a-triazanaphtho[2,1,8-cde]azulen-1(2H)-one